3-[[2-Chloro-6-[4-[4-[(4R)-4-(tert-butoxycarbonylamino)-2-oxo-pyrrolidin-1-yl]phenyl]sulfonylpiperazin-1-yl]-4-pyridyl]-difluoro-methyl]cyclopentanecarboxylic acid ClC1=NC(=CC(=C1)C(C1CC(CC1)C(=O)O)(F)F)N1CCN(CC1)S(=O)(=O)C1=CC=C(C=C1)N1C(C[C@H](C1)NC(=O)OC(C)(C)C)=O